NC1=C(C=NN1C=1C=NC(=CC1C)OC1=C(C=CC=C1F)F)C(=O)C1=CC2=C3CCN(CC3=CC=C2N1)C1CNC1 (5-amino-1-{6-[(2,6-difluorophenyl)oxy]-4-methylpyridin-3-yl}pyrazol-4-yl)[7-(azetidin-3-yl)-6,7,8,9-tetrahydro-3H-pyrrolo[3,2-f]isoquinolin-2-yl]methanone